ClC=1C=C2C(OCC=3C=C(N=CC3C3=CC=C(C(NS(C(C1O)=C2)(=O)=O)=C3)OC)F)=O 13-chloro-5-fluoro-14-hydroxy-19-methoxy-16,16-dioxo-9-oxa-16λ6-thia-4,17-diazatetracyclo[16.3.1.111,15.02,7]tricosa-1(21),2(7),3,5,11,13,15(23),18(22),19-nonaen-10-one